ClC=1C(N(C(=CC1OC([2H])([2H])C1=NC=C(C=C1F)F)C)C1=CC(=NC=C1C)N1N=C(C=C1)C1(COC1)C)=O (R)-3-chloro-4-((3,5-Difluoropyridin-2-yl)methoxy-d2)-5',6-dimethyl-2'-(3-(3-methyloxetan-3-yl)-1H-pyrazole-1-yl)-2H-[1,4'-bipyridine]-2-one